CN(C(C(O)C)C)C 2-(dimethylamino)-1-methylpropanol